NC1CC2(CC(C2)C2(CC3=CC=C(C=C3C=C2)NCCOC)N)C1 2-(6-Aminospiro[3.3]heptan-2-yl)-N6-(2-methoxyethyl)naphthalene-2,6-diamine